CNCCNC 1,2-dimethylaminoethane